tert-butyl 7-bromospiro[1,3-dihydroisoquinoline-4,1'-cyclopropane]-2-carboxylate BrC1=CC=C2C(=C1)CN(CC21CC1)C(=O)OC(C)(C)C